CC=1C=C(C=CC1S(=O)(=O)C)C1=C2C(=NN(C2=CC=C1S(=O)(=O)C)C(C1=CC=CC=C1)(C1=CC=CC=C1)C1=CC=CC=C1)OC(F)(F)F 4-(3-methyl-4-(methylsulfonyl)phenyl)-5-(methylsulfonyl)-3-(trifluoromethoxy)-1-trityl-1H-indazole